1,3,5-tris(2-aminophenyl)triazine NC1=C(C=CC=C1)N1NN(CC(=C1)C1=C(C=CC=C1)N)C1=C(C=CC=C1)N